N[C@@]1([C@H](C[C@@H](C1)CNCC1=CC=CC=C1)CCCB(O)O)C(=O)O (1S,2S,4S)-1-amino-4-((benzylamino)methyl)-2-(3-boronopropyl)cyclopentanecarboxylic acid